NCC1CC(C1)N1N=C(C=2C1=NC(=NC2)NC2=C(C=C1CCN(CC1=C2)C)OC)C N-[1-[3-(aminomethyl)cyclobutyl]-3-methyl-pyrazolo[3,4-d]pyrimidin-6-yl]-6-methoxy-2-methyl-3,4-dihydro-1H-isoquinolin-7-amine